(2R,3S,5R)-3-[(tert-butyldimethylsilyl)oxy]-2-{[(tertbutyldimethylsilyl)oxy]methyl}-5-(2,4-dioxo-3H-pyrimidin-1-yl)oxolane-2-carbaldehyde [Si](C)(C)(C(C)(C)C)O[C@@H]1[C@@](O[C@H](C1)N1C(NC(C=C1)=O)=O)(C=O)CO[Si](C)(C)C(C)(C)C